benzyl 2-(((benzyloxy)carbonyl)amino)-3-(6-fluoro-7-methylthieno[3,2-b]pyridine-2-carboxamido)propanoate C(C1=CC=CC=C1)OC(=O)NC(C(=O)OCC1=CC=CC=C1)CNC(=O)C1=CC2=NC=C(C(=C2S1)C)F